COCCC(=O)OOC(CCOC)=O Methoxypropionyl peroxide